O=C1NC(CCC1N1C(C2=CC=C(C=C2C1)N1CCN(CC1)C1CC(C1)C(=O)O)=O)=O 3-(4-(2-(2,6-dioxopiperidin-3-yl)-1-oxoisoindolin-5-yl)piperazin-1-yl)cyclobutane-1-carboxylic acid